C[Si](CCC(=O)O)(C)C 3-(trimethylsilyl)propionic acid